ClC1=CC2=C(N(C(N2C2CCN(CC2)C)=O)CC2=NC=C(C=C2)C=2OC(=NN2)C(F)F)C=C1 5-chloro-1-((5-(5-(difluoromethyl)-1,3,4-oxadiazol-2-yl)pyridin-2-yl)methyl)-3-(1-methylpiperidin-4-yl)-1,3-dihydro-2H-benzo[d]imidazol-2-one